C(C)OC(=O)C=1C=NC(=CC1C1=CCC(CC1)(F)F)C(C)(C)C 6-tert-butyl-4-(4,4-difluorocyclohexen-1-yl)pyridine-3-carboxylic acid ethyl ester